N[C@@]1(CN(CC1)C1=C(C=NC(=C1C1=CC(=CC(=C1)F)Cl)C)C(=O)NCC1=NOC=C1)C 4-[(3S)-3-amino-3-methylpyrrolidin-1-yl]-5-(3-chloro-5-fluorophenyl)-6-methyl-N-[(1,2-oxazol-3-yl)methyl]pyridine-3-carboxamide